NC1=C(C=CC2=CC=CC=C12)N=NC=1C=NC(=CC1)C1=CC=CC=C1 4-amino-3-(6-phenylpyridine-3-ylazo)naphthalene